O=C1NC(CCC1NC1=CC=C(C=C1)C1CN(C1)CCCCCCCCNC(=O)C=1C=NN2C1N=C(C=C2)N2[C@H](CCC2)C2=C(C=CC(=C2)F)F)=O |r| N-[8-[3-[4-[(2,6-dioxo-3-piperidyl)amino]phenyl]azetidin-1-yl]octyl]-5-[rac-(2R)-2-(2,5-difluorophenyl)pyrrolidin-1-yl]pyrazolo[1,5-a]pyrimidine-3-carboxamide